N-(cyanomethyl)-4-(5-methyl-2-((1-(tetrahydro-2H-pyran-4-yl)-1H-pyrazol-4-yl)amino)pyrimidin-4-yl)benzamide C(#N)CNC(C1=CC=C(C=C1)C1=NC(=NC=C1C)NC=1C=NN(C1)C1CCOCC1)=O